ClC1=C(C=CC=C1)C(=O)N1CCCCC1 1-[(2-chlorophenyl)carbonyl]piperidin